BrC1=C(N=C(S1)N1CCC(CC1)(F)F)C=1N=NN(C1)C1=C(C=C(C=C1)C(CO)S(=O)(=O)N)N1CCC2(CC2)CC1 (4-(4-(5-bromo-2-(4,4-difluoropiperidin-1-yl)thiazol-4-yl)-1H-1,2,3-triazol-1-yl)-3-(6-azaspiro[2.5]oct-6-yl)phenyl)-2-hydroxyethane-1-sulfonamide